C(C)(C)(C)OC(=O)N1[C@H]2[C@H]([C@@H](C[C@@H]1CCC2)O)F (1r,2r,3r,5s)-2-fluoro-3-hydroxy-9-azabicyclo[3.3.1]nonane-9-carboxylic acid tert-butyl ester